5,5-dimethylmorpholinone CC1(COCC(N1)=O)C